COC(C1=C(C=C(C=C1\C=C\C1CCN(CC1)C(CCC)=O)OC)OC)=O (E)-2,4-dimethoxy-6-[2-(1-butyrylpiperidin-4-yl)vinyl]benzoic acid methyl ester